[trans-4-[[tert-butyl(dimethyl)silyl]oxymethyl]cyclohexyl]-[(3S)-3-(6-methoxypyrazin-2-yl)isoxazolidin-2-yl]methanone [Si](C)(C)(C(C)(C)C)OC[C@@H]1CC[C@H](CC1)C(=O)N1OCC[C@H]1C1=NC(=CN=C1)OC